6-chloro-5-(4-((5-chloro-2-ethyl-3-oxo-4H-quinoxalin-6-yl)methyl)piperazin-1-yl)-N-(methyl-d3)pyridine-2-carboxamide ClC1=C(C=CC(=N1)C(=O)NC([2H])([2H])[2H])N1CCN(CC1)CC=1C(=C2NC(C(=NC2=CC1)CC)=O)Cl